4-(aminomethyl)-6-(5-(1,1-dimethyl-3-oxo-2,3-dihydro-1H-isoindol-2-yl)-1-methyl-1H-pyrazol-4-yl)phthalazin-1(2H)-one NCC1=NNC(C2=CC=C(C=C12)C=1C=NN(C1N1C(C2=CC=CC=C2C1=O)(C)C)C)=O